tert-butyl (3-(3-(1-(2,6-dioxopiperidin-3-yl)-3-methyl-2-oxo-2,3-dihydro-1H-benzo[d]imidazol-4-yl)propoxy)propyl)carbamate O=C1NC(CCC1N1C(N(C2=C1C=CC=C2CCCOCCCNC(OC(C)(C)C)=O)C)=O)=O